N-(4-fluoro-2-(2-hydroxyethyl)-3-methoxyphenyl)pivalamide FC1=C(C(=C(C=C1)NC(C(C)(C)C)=O)CCO)OC